C1C(CC12N=COC2)O 7-oxa-5-azaspiro[3.4]oct-5-en-2-ol